NC=1NC(C2=C(N1)NC(=C2C2=C(C=C(C=C2)OC)OC)C2=CC=C(C=C2)S(=O)(=O)N(C)C)=O 4-(2-amino-5-(2,4-dimethoxyphenyl)-4-oxo-4,7-dihydro-3H-pyrrolo[2,3-d]pyrimidin-6-yl)-N,N-dimethylbenzenesulfonamide